4-Bromo-N-[4-hydroxy-3-(1H-[1,2,4]triazol-3-ylsulfanyl)-naphthalen-1-yl]-benzenesulfonamide BrC1=CC=C(C=C1)S(=O)(=O)NC1=CC(=C(C2=CC=CC=C12)O)SC1=NNC=N1